6,7-dichloro-3-(3-((5-methoxypentyl)oxy)propyl)-1,3,4,9-tetrahydro-[1,2,6]thiadiazino[4,3-g]indole 2,2-dioxide ClC=1C=2C(=CNC2C2=C(C1)CN(S(N2)(=O)=O)CCCOCCCCCOC)Cl